ClC=1C=C(C=C(C1)Cl)C1(CC(=NN1)C1=NN=C(O1)SCC(=O)NC1=CC(=CC(=C1)C(F)(F)F)OC)C(F)(F)F 2-((5-(5-(3,5-dichlorophenyl)-5-(trifluoromethyl)-4,5-dihydro-1H-pyrazol-3-yl)-1,3,4-oxadiazol-2-yl)thio)-N-(3-methoxy-5-(trifluoromethyl)phenyl)acetamide